3-chloro-7-fluoro-6-((2-fluoro-4-iodophenyl)amino)benzofuran-5-carboxylic acid ClC1=COC2=C1C=C(C(=C2F)NC2=C(C=C(C=C2)I)F)C(=O)O